6-(cyclopropanecarboxamido)-4-((3-methoxy-4-(pyrimidin-2-yl)pyridin-2-yl)amino)-N-(methyl-d3)Nicotinamide C1(CC1)C(=O)NC1=NC=C(C(=O)NC([2H])([2H])[2H])C(=C1)NC1=NC=CC(=C1OC)C1=NC=CC=N1